1H-1,2,4-triazol-4-ium monosulphate S(=O)(=O)([O-])[O-].N1N=C[NH+]=C1.N1N=C[NH+]=C1